C12(CC(C1)C2)CN bicyclo[1.1.1]pent-1-ylmethylamine